COCC1=C(C=CC=C1)N1CC2CNCC2C1 2-(2-(methoxymethyl)phenyl)octahydropyrrolo[3,4-c]pyrrole